C(C)(=O)C1=NC=C(C=N1)C(C)N1C(C=2N([C@@H](C1)C)N=C1C2CN([C@@H](C1)C)C(C1=CC(=C(C=C1)Cl)Cl)=O)=O (3R,7R)-9-(1-(2-acetylpyrimidin-5-yl)ethyl)-2-(3,4-dichlorobenzoyl)-3,7-dimethyl-1,2,3,4,8,9-hexahydropyrido[4',3':3,4]pyrazolo[1,5-a]pyrazin-10(7H)-one